(tetrahydro-2H-pyran-2-yl)-5,6-dihydro-4H-pyrrolo[1,2-b]pyrazole O1C(CCCC1)C=1C=C2N(N1)CCC2